COC=1C(=C(N)C(=CC1)OC)OC 3-methoxy-2,6-dimethoxyaniline